(1-(6-(2,2,2-trifluoro-1-methoxyethyl)pyridin-2-yl)-1H-pyrazol-4-yl)-3H-imidazo[4,5-b]pyridine FC(C(OC)C1=CC=CC(=N1)N1N=CC(=C1)C1=NC=2C(=NC=CC2)N1)(F)F